((1-(tert-butyl)-3-((1S,3R)-3-hydroxycyclopentyl)-1H-pyrazol-5-yl)amino)-2-(4-methoxybenzyl)-1-methyl-1,2-dihydro-3H-indazol-3-one C(C)(C)(C)N1N=C(C=C1NC1=C2C(N(N(C2=CC=C1)C)CC1=CC=C(C=C1)OC)=O)[C@@H]1C[C@@H](CC1)O